[Si](C)(C)(C(C)(C)C)C1=C(CNO)C=C(C(=C1)C(C)(C)C)C(C)(C)C 2-(t-butyldimethylsilyl)hydroxy-4,5-di-t-butylbenzylamine